7-Bromo-N-phenylheptanamide BrCCCCCCC(=O)NC1=CC=CC=C1